ClC=1C(=C(C=CC1)NC1=C(NC2=C1C(NCC2C[C@@H]2OC[C@H](OC2)C=O)=O)C2=C(C=NC=C2)F)OC (2S,5S)-5-({3-[(3-chloro-2-methoxyphenyl)amino]-2-(3-fluoropyridin-4-yl)-4-oxo-1H,5H,6H,7H-pyrrolo[3,2-c]pyridin-7-yl}methyl)-1,4-dioxane-2-carbaldehyde